BrC=1C=NC(=NC1)OC1CC1 5-bromo-2-cyclopropyloxypyrimidine